N1=CC=CC=2CN(CCC12)C1=NC=2N(C(=C1C)C)C(N(N2)C)=O 7-(7,8-dihydro-5H-1,6-naphthyridin-6-yl)-2,5,6-trimethyl-[1,2,4]triazolo[4,3-a]pyrimidin-3-one